CCCCCCCCCCCCC#C tetradec-13-yn